C(C)N(CC)CC1=NC=CC=C1 (diethylaminomethyl)pyridine